CC1(CC=CC=C1)C(C)C 6-methyl-6-(iso-propyl)-1,3-cyclohexadiene